tert-butyl 4-[2-[(3R)-tetrahydrofuran-3-yl]oxy-5-(2-trimethylsilylethoxymethyl)pyrrolo[2,3-b]pyrazin-7-yl]piperidine-1-carboxylate O1C[C@@H](CC1)OC=1N=C2C(=NC1)N(C=C2C2CCN(CC2)C(=O)OC(C)(C)C)COCC[Si](C)(C)C